6-bromo-N-[(7R)-3-cyclopropyl-5-[(2-fluoro-2-methylpropyl)sulfamoyl]-7,8-dihydro-6H-cyclopenta[g]isoquinolin-7-yl]-1H-indazole-3-carboxamide BrC1=CC=C2C(=NNC2=C1)C(=O)N[C@@H]1CC2=C(C(=C3C=C(N=CC3=C2)C2CC2)S(NCC(C)(C)F)(=O)=O)C1